(S)-7-(5-chloro-2-(2-(6-(5,6-difluoroisoindolin-2-yl)-2-methyl-4-oxo-5,6,7,8-tetrahydroquinazolin-3(4H)-yl)ethoxy)phenyl)-5-methylthieno[3,2-b]pyridine-3-carboxylic acid ClC=1C=CC(=C(C1)C1=C2C(=NC(=C1)C)C(=CS2)C(=O)O)OCCN2C(=NC=1CC[C@@H](CC1C2=O)N2CC1=CC(=C(C=C1C2)F)F)C